1-ethyl-2-methylimidazolium chloride salt [Cl-].C(C)N1C(=[NH+]C=C1)C